(R)-N-(4-(chlorodifluoromethoxy)phenyl)-5-((2-cyano-6-methylpyridin-3-yl)Amino)-6-(3-hydroxypyrrolidin-1-yl)nicotinamide ClC(OC1=CC=C(C=C1)NC(C1=CN=C(C(=C1)NC=1C(=NC(=CC1)C)C#N)N1C[C@@H](CC1)O)=O)(F)F